FC1(CCCCC1)C1=CC=C(C=C1)B1OC(C(O1)(C)C)(C)C 2-(4-(1-fluorocyclohexyl)phenyl)-4,4,5,5-tetramethyl-1,3,2-dioxaborolane